6-(6-ethynyl-5-fluoro-4-methylpyridin-3-yl)-5-(3-fluoro-4-((4-methylpyrimidin-2-yl)oxy)phenyl)-7-isopropyl-7H-pyrrolo[2,3-d]pyrimidin-4-amine C(#C)C1=C(C(=C(C=N1)C1=C(C2=C(N=CN=C2N)N1C(C)C)C1=CC(=C(C=C1)OC1=NC=CC(=N1)C)F)C)F